barbituric acid, barbituric acid salt N1C(=O)NC(=O)CC1=O.N1C(=O)NC(=O)CC1=O